2-methyl-N-(6-pentanoyl-1,2,3,4-tetrahydroquinolin-8-yl)propane-1-sulfonamide CC(CS(=O)(=O)NC=1C=C(C=C2CCCNC12)C(CCCC)=O)C